C1(=CC=C(C=C1)SCCCCCCCCCCC(C(=O)O)=C)C1=CC=CC=C1 10-([1,1'-biphenyl]-4-ylthio)decylacrylic acid